Cl.C(C)OCC1(CCN(CC1)CC1CCC(CC1)NC(C)=O)CCC1=CC=CC=C1 N-(4-((4-(ethoxymethyl)-4-phenethyl-piperidin-1-yl)methyl)cyclohexyl)acetamide HCl